hydroxy-3'-methoxyflavone COC1=CC=CC(=C1)C2=C(C(=O)C3=CC=CC=C3O2)O